4-Fluoro-N-(7-(1-methylcyclopropyl)-1H-indazol-3-yl)benzamide FC1=CC=C(C(=O)NC2=NNC3=C(C=CC=C23)C2(CC2)C)C=C1